FC(OC1=CC=C(CC2CCN(CC2)C(=O)N2C[C@@H]3[C@@H](OCC(N3)=O)CC2)C=C1)(F)F (-)-(4aR,8aS)-6-(4-(4-(Trifluoromethoxy)benzyl)piperidine-1-carbonyl)hexahydro-2H-pyrido[4,3-b][1,4]oxazin-3(4H)-one